ClC1=CC=C2C(=N1)N=C(N2)C=2C(=C(N)C=C(C2)F)C 3-(5-chloro-1H-imidazo[4,5-b]pyridin-2-yl)-5-fluoro-2-methylaniline